C1(CCCC1)NC1=NC=C2N=C(N(C2=N1)C1CCC(CC1)C(=O)N)NC1=C(C(=CC=C1F)F)F (1s,4s)-4-(2-(cyclopentylamino)-8-(2,3,6-trifluorophenylamino)-9H-purin-9-yl)cyclohexanecarboxamide